C1(CCCCCC1)C(C(C#N)C#N)C1=CC=CC=C1 2-(cycloheptyl-(phenyl)methyl)malononitrile